1-Pentyl-3-ethylpyrrolidinium triflate [O-]S(=O)(=O)C(F)(F)F.C(CCCC)[NH+]1CC(CC1)CC